N1C(=CC=2C1=NC=CC2)B(O)O 1H-PYRROLO[2,3-B]PYRIDINE-2-BORONIC ACID